2,4,8,10-tetraoxospiro[5.5]undecane O=C1CC2(CC(C1)=O)CC(CC(C2)=O)=O